ClC1=CC(=CC(=N1)C1=CC(=NC=N1)C(=O)NC)[C@@H]1CN[C@H](CO1)C 6-(6-chloro-4-((2R,5S)-5-methylmorpholin-2-yl)pyridin-2-yl)-N-methylpyrimidine-4-carboxamide